1-(6-(4-(5-chloro-6-methyl-1H-indazol-4-yl)-5-methyl-3-(4,8,8-trimethyl-1-oxa-4,9-diazaspiro[5.5]undecan-9-yl)-1H-pyrazol-1-yl)-2-azaspiro[3.3]heptan-2-yl)prop-2-en-1-one ClC=1C(=C2C=NNC2=CC1C)C=1C(=NN(C1C)C1CC2(CN(C2)C(C=C)=O)C1)N1C(CC2(CN(CCO2)C)CC1)(C)C